C(C)/C(/C(=O)O)=C\C α-ethyl-crotonic acid